C([C@@H]1[C@H]([C@@H]([C@@H]([C@H](O1)OC[C@@H]2[C@H]([C@@H]([C@@H]([C@H](O2)OC[C@@H]3[C@H]([C@@H]([C@@H]([C@H](O3)OC[C@@H]4[C@H]([C@@H]([C@@H]([C@H](O4)OC[C@@H]5[C@H]([C@@H]([C@@H]([C@H](O5)O)O)O)O)O)O)O)O[C@@H]6[C@H]([C@H]([C@@H]([C@H](O6)CO)O)O)O)O)O)O[C@@H]7[C@H]([C@@H]([C@H](O7)CO[C@@H]8[C@H]([C@@H]([C@H](O8)CO[C@@H]9[C@H]([C@@H]([C@H](O9)CO[C@@H]1[C@H]([C@@H]([C@H](O1)CO)O)O)O[C@@H]1[C@H]([C@@H]([C@H](O1)CO[C@@H]1[C@H]([C@@H]([C@H](O1)CO)O)O)O)O)O)O)O)O)O)O)O)O)O)O)O The molecule is an oligosaccharide that is a branched dodecasaccharide consisting of a block of six arabinofuranose residues linked to a block of six mannopyranose residues as shown in the structure.